ethyl 1-(2-(5,6,7,8-tetrahydro-1,8-naphthyridin-2-yl) ethyl)-1H-pyrazole-4-carboxylate N1=C(C=CC=2CCCNC12)CCN1N=CC(=C1)C(=O)OCC